8-benzyl-2-methyl-4-phenyl-2,8-diazaspiro[4.5]decane-1,3-dione C(C1=CC=CC=C1)N1CCC2(C(C(N(C2=O)C)=O)C2=CC=CC=C2)CC1